C(CCCCCCCCCCCCCCC)(=O)OCC(COC(CCCCCCCCCCCCCCC)=O)OC(C(CCCCCCCC=O)C)=O 2-((2-Methyl-10-oxodecanoyl)oxy)propane-1,3-diyl dipalmitate